S1C(=CC2=C1C=CC=C2)C2=CC=C(C=C2)N(C2=CC=C(C=C2)C2=CC1=C(N=C(O1)C1=CC=CC=C1)C=C2)C2=CC=C(C=C2)C=2SC1=C(C2)C=CC=C1 N,N-bis(4-benzothien-2-yl-phenyl)-N-{4-(2-phenyl-benzoxazol-6-yl)-phenyl}-amine